(2-((5-Chloro-2-((4,4-dimethyl-1,2,3,4-tetrahydroisoquinolin-7-yl)amino)pyrimidin-4-yl)amino)phenyl)dimethyl-phosphine oxide ClC=1C(=NC(=NC1)NC1=CC=C2C(CNCC2=C1)(C)C)NC1=C(C=CC=C1)P(C)(C)=O